(S)-2-(1-oxoisoindolin-2-yl)-2-phenylacetic acid O=C1N(CC2=CC=CC=C12)[C@H](C(=O)O)C1=CC=CC=C1